1,2,4-triazole lead [Pb].N1N=CN=C1